(3R,5R)-3-((6-((S)-amino((S)-3,3-difluorocyclohexyl)methyl)-3-(tetrahydro-2H-pyran-4-yl)imidazo[1,2-b][1,2,4]triazin-2-yl)methyl)-5-(trifluoromethyl)piperidin-2-one N[C@H](C=1N=C2N(N=C(C(=N2)C2CCOCC2)C[C@@H]2C(NC[C@@H](C2)C(F)(F)F)=O)C1)[C@@H]1CC(CCC1)(F)F